C1(CCCCC1)[C@H]([C@@H]1[C@]2([C@H]([C@@H]([C@H](CN12)O)O)O)CO)O (3S,4R,5R,6R,7S)-7-((R)-cyclohexyl(hydroxy)methyl)-6-(hydroxymethyl)-1-azabicyclo[4.1.0]heptane-3,4,5-triol